N=1N=CC2=CC3(C=CC12)CC3 spiro[cyclopropane-1,5'-indazole]